CN([C@@H]1[C@H](CCCC1)NC1=CC(=C(C(=C1)F)S(=O)(=O)N)F)C 4-(((1S,2S)-2-(dimethylamino)cyclohexyl)amino)-2,6-difluorobenzenesulfonamide